6-iodoquinazolin-4(3H)-one IC=1C=C2C(NC=NC2=CC1)=O